FC1=CC2=C(N(C(N2CC2=CC=C(C=C2)CC(=O)OC)=O)C(=O)OC(C)(C)C)C=C1 tert-butyl 5-fluoro-3-(4-(2-methoxy-2-oxoethyl) benzyl)-2-oxo-2,3-dihydro-1H-benzo[d]imidazole-1-carboxylate